4-(5-cyano-2-methoxyphenyl)-N-(5-(4-cyano-2-methylphenyl)thiazolo[5,4-b]pyridin-2-yl)-6-(hydroxymethyl)nicotinamide C(#N)C=1C=CC(=C(C1)C1=CC(=NC=C1C(=O)NC=1SC2=NC(=CC=C2N1)C1=C(C=C(C=C1)C#N)C)CO)OC